FC1(C(C1)C(C(=O)O)C=O)F 2,2-difluorocyclopropyl-3-oxopropanoic acid